1-[(2-ethylphenyl)carbamothioyl]-3-[2-[1-[1-[4-(trifluoromethoxy)phenyl]-1,2,4-triazol-3-yl]-4-piperidyl]ethyl]urea C(C)C1=C(C=CC=C1)NC(=S)NC(=O)NCCC1CCN(CC1)C1=NN(C=N1)C1=CC=C(C=C1)OC(F)(F)F